6-isopropoxy-N-(4-(1-(2-methoxyethyl)-1H-pyrazol-4-yl)quinolin-8-yl)nicotinamide C(C)(C)OC1=NC=C(C(=O)NC=2C=CC=C3C(=CC=NC23)C=2C=NN(C2)CCOC)C=C1